BrC1=C(C=CC(=C1)F)C1OCC2(CC1)CCOCC2 3-(2-bromo-4-fluorophenyl)-2,9-dioxaspiro[5.5]undecan